NC1=NC=CC=C1S(=O)(=O)NC(=O)C=1C(=NC(=CC1)N1N=C(C=C1)OCC(C([2H])([2H])[2H])(C([2H])([2H])[2H])C([2H])([2H])[2H])N1C(C[C@@H](C1)C)(C)C N-[(2-Amino-3-pyridyl)sulfonyl]-6-[3-[3,3,3-trideuterio-2,2-bis(trideuteriomethyl)propoxy]pyrazol-1-yl]-2-[(4S)-2,2,4-trimethylpyrrolidin-1-yl]pyridin-3-carboxamid